C(C)(C)(C)OC(=O)N1C[C@@H](N(CC1)C=1C2=C(N=CN1)N(C=C2C2CCC2)S(=O)(=O)C2=CC=C(C)C=C2)C (S)-4-(5-cyclobutyl-7-tosyl-7H-pyrrolo[2,3-d]pyrimidin-4-yl)-3-methylpiperazine-1-carboxylic acid tert-butyl ester